2-(4-methylpiperazin-1-yl)ethyl 2-[[3-(2-amino-6-chloro-pyrimidin-4-yl)-1-(difluoromethyl)pyrazol-4-yl]methyl]benzoate NC1=NC(=CC(=N1)C1=NN(C=C1CC1=C(C(=O)OCCN2CCN(CC2)C)C=CC=C1)C(F)F)Cl